ClC1=C(CN2CC3(CN(C3)C(=O)N3CC4(C3)CC(C4)N4N=C(N=C4)C4CC4)C2)C=CC(=C1)F (6-(2-chloro-4-fluorobenzyl)-2,6-diazaspiro[3.3]heptan-2-yl)(6-(3-cyclopropyl-1H-1,2,4-triazol-1-yl)-2-azaspiro[3.3]heptan-2-yl)methanone